ClC1=C(C=CC(=C1)F)C1=CC(OC2=CC(=CC=C12)OC(C(=O)O)COC)=O 2-[4-(2-chloro-4-fluoro-phenyl)-2-oxo-2H-chromen-7-yl]oxy-3-methoxy-propanoic acid